COC(=O)C1=NC=CC(=C1)NC(=O)[C@@H]1O[C@H]([C@H]([C@H]1C1=C(C(=C(C=C1)F)F)OC)C)C |r| rac-(2r,3s,4s,5s)-4-[[3-(3,4-difluoro-2-methoxy-phenyl)-4,5-dimethyl-tetrahydrofuran-2-carbonyl]amino]pyridine-2-carboxylic acid methyl ester